CC=1C=C2C(C=C(OC2=C(C1)C(C)NC1=C(C(=O)O)C=CC=C1)N1CC=2N(CC1)C(=NN2)C(F)(F)F)=O 2-[1-[6-Methyl-4-oxo-2-[3-(trifluoromethyl)-6,8-dihydro-5H-[1,2,4]triazolo[4,3-a]pyrazin-7-yl]chromen-8-yl]ethylamino]benzoic Acid